(5-chloro-2-(isopropylamino)pyridin-4-yl)-2'-(2-(hydroxymethyl)benzyl)-2',3'-dihydro-1'H,5'H-spiro[oxetan-3,4'-pyrrolo[1,2-a][1,4]diazepin]-1'-one ClC=1C(=CC(=NC1)NC(C)C)C1N(C(C=2N(CC13COC3)C=CC2)=O)CC2=C(C=CC=C2)CO